10-iodo-4,6,8-trimethylundecyl nonyloxymethyl ether C(CCCCCCCC)OCOCCCC(CC(CC(CC(C)I)C)C)C